[Si](C)(C)(C(C)(C)C)OC(CCCCC(=O)OCCC(CCCCCCC)CCCCC)CN(CCCCCCC(OCCC(CCCCCCC)CCCCC)=O)CCCOC(C1=CC=CC=C1)(C1=CC=CC=C1)C1=CC=C(C=C1)OC 3-pentyldecyl 6-((tert-butyldimethylsilyl)oxy)-7-((3-((4-methoxyphenyl)-diphenylmethoxy)propyl)(7-oxo-7-((3-pentyldecyl)oxy)heptyl)amino)heptanoate